(2S)-2-{[(tert-butoxy) carbonyl]Tert-butyl amino}-4-oxobutyrate C(C)(C)(C)OC(=O)N([C@H](C(=O)[O-])CC=O)C(C)(C)C